tert-butyl 3-hydroxy-3-(2-oxo-1H-benzo[cd]indol-5-yl)azetidine-1-carboxylate OC1(CN(C1)C(=O)OC(C)(C)C)C=1C=CC=2C(NC3=CC=CC1C23)=O